6-(4-methylpyridin-3-yl)-2-(3-fluorophenoxymethyl)imidazo[1,2-a]pyrimidine CC1=C(C=NC=C1)C=1C=NC=2N(C1)C=C(N2)COC2=CC(=CC=C2)F